N-[3-chloro-4-[4-(piperidine-4-carbonyl)piperazine-1-carbonyl]phenyl]-5-[4-(dimethylamino)-2,3-difluoro-phenyl]-1-methyl-imidazole-2-carboxamide ClC=1C=C(C=CC1C(=O)N1CCN(CC1)C(=O)C1CCNCC1)NC(=O)C=1N(C(=CN1)C1=C(C(=C(C=C1)N(C)C)F)F)C